NC1=C(C(=O)N)C(=C(C(=C1F)C1=NC(=CC(=C1C(F)(F)F)C)N(CC1=CC=C(C=C1)OC)CC1=CC=C(C=C1)OC)Cl)F 2-amino-4-(6-(bis(4-methoxybenzyl)amino)-4-methyl-3-(trifluoromethyl)pyridin-2-yl)-5-chloro-3,6-difluorobenzamide